(Z)-5-(4-fluoro-3-hydroxybenzylidene)-3-(2-fluoro-5-hydroxybenzyl)thiazolidine-2,4-dione FC1=C(C=C(\C=C/2\C(N(C(S2)=O)CC2=C(C=CC(=C2)O)F)=O)C=C1)O